2-(4-(aminomethyl)-2-((5-(3-(aminomethyl)phenyl)benzofuran-3-yl)methoxy)phenyl)acetic acid NCC1=CC(=C(C=C1)CC(=O)O)OCC1=COC2=C1C=C(C=C2)C2=CC(=CC=C2)CN